(+)-1-hydroxycholesterol OC1C[C@@H](CC2=CC[C@H]3[C@@H]4CC[C@H]([C@@H](CCCC(C)C)C)[C@]4(CC[C@@H]3[C@@]12C)C)O